2-methyl-4-oxidanylidene-6-[4-[tris(fluorenyl)methoxy]-1-piperidyl]-3,5,7,8-tetrahydroquinazoline-6-carbonitrile CC1=NC=2CCC(CC2C(N1)=O)(C#N)N1CCC(CC1)OC(C1=CC=CC=2C3=CC=CC=C3CC12)(C1=CC=CC=2C3=CC=CC=C3CC12)C1=CC=CC=2C3=CC=CC=C3CC12